C1C(C(=O)N(C1=O)O)S(=O)(=O)[O-].[Na+] N-Hydroxysulfosuccinimide sodium salt